5-[(4-cyano-5,6-dimethylpyridazin-3-yl)sulfanyl]-2-methylbenzoic acid C(#N)C1=C(N=NC(=C1C)C)SC=1C=CC(=C(C(=O)O)C1)C